1-((3aR,5r,6aS)-5-((5-(1-methyl-1H-benzo[d][1,2,3]triazol-6-yl)-7H-pyrrolo[2,3-d]pyrimidin-2-yl)amino)hexahydrocyclopenta[c]pyrrol-2(1H)-yl)ethan-1-one CN1N=NC2=C1C=C(C=C2)C2=CNC=1N=C(N=CC12)NC1C[C@@H]2[C@@H](CN(C2)C(C)=O)C1